NC1=C(C=C(C=2C(C3=CC=CC=C3C(C12)=O)=O)NC1=CC=CC=C1)Br 1-amino-2-bromo-4-(phenylamino)anthracene-9,10-dione